2-[(1s,4s,5r)-5-[5-cyclopropyl-3-(2,6-dichlorophenyl)-1,2-oxazole-4-carbonyloxy]-2-azabicyclo[2.2.1]heptan-2-yl]-1,3-benzothiazole-6-carboxylic acid C1(CC1)C1=C(C(=NO1)C1=C(C=CC=C1Cl)Cl)C(=O)O[C@H]1[C@@H]2CN([C@H](C1)C2)C=2SC1=C(N2)C=CC(=C1)C(=O)O